5-(3-bromo-2-methylbenzyloxy)-2,3-dihydro-1H-indenone BrC=1C(=C(COC=2C=C3CCC(C3=CC2)=O)C=CC1)C